5-bromo-8-(((2s,5r)-5-isopropyl-3,6-dimethoxy-2,5-dihydropyrazin-2-yl)methyl)quinoline BrC1=C2C=CC=NC2=C(C=C1)C[C@@H]1N=C([C@H](N=C1OC)C(C)C)OC